CCCCCCCCCCCCCCCCCCCCCCCCCCCCCCCCCC.[I] iodine tetratriacontane